1-(3-methyl-1,2,4-thiadiazol-5-yl)piperidine-4-carboxylic acid tert-butyl ester C(C)(C)(C)OC(=O)C1CCN(CC1)C1=NC(=NS1)C